FC1=CC=C2C=C(NC2=C1)C(=O)N(C=1C=NC=CC1)C 6-fluoro-N-methyl-N-(pyridin-3-yl)-1H-indole-2-carboxamide